5-chloro-N-(3-cyanophenyl)-2-(4-fluoro-3-Methoxyphenoxy)-4-(trifluoromethyl)benzamide ClC=1C(=CC(=C(C(=O)NC2=CC(=CC=C2)C#N)C1)OC1=CC(=C(C=C1)F)OC)C(F)(F)F